(3-chloro-4-fluorophenyl)-1-(4-methoxyphenyl)-1-((5,6,8,9-tetrahydro-[1,2,4]triazolo[4,3-d][1,4]oxazepin-3-yl)methyl)urea ClC=1C=C(C=CC1F)NC(N(CC1=NN=C2N1CCOCC2)C2=CC=C(C=C2)OC)=O